(9Z,9'Z,12Z,12'Z)-(((5-((dimethylamino)methyl)-1,3-phenylene)bis(methylene))bis(oxy))bis(4-oxobutane-4,1-diyl)bis(octadeca-9,12-dienoate) CN(C)CC=1C=C(C=C(C1)COC(CCCCCCCC\C=C/C\C=C/CCCCCCCC(=O)[O-])=O)COC(CCCCCCCC\C=C/C\C=C/CCCCCCCC(=O)[O-])=O